ClC=1C=C(C(=O)NC2=NN(C(=C2)C=2N=C3N(C=CC(=C3)OC)C2)CC2=CC=C(C=C2)OC)C=CC1OC 3-chloro-4-methoxy-N-[5-(7-methoxyimidazo[1,2-a]pyridin-2-yl)-1-[(4-methoxyphenyl)methyl]pyrazol-3-yl]benzamide